CC=1C=CC=C2N(CCN(C12)C(=O)OCC1=CC=CC=C1)C1=CC2=C(N=C(N=C2)S(=O)C)N(C1=O)C1=CC=C(C=C1)[N+]1(CCOCC1)[O-] benzyl 8-methyl-4-[2-methylsulfinyl-8-[4-(4-oxidomorpholin-4-ium-4-yl)phenyl]-7-oxo-pyrido[2,3-d]pyrimidin-6-yl]-2,3-dihydroquinoxaline-1-carboxylate